(R)-(+)-2-acetoxysuccinic anhydride CC(=O)O[C@@H]1CC(=O)OC1=O